C(=O)(O)[C@H](CC(C)C)NC(=O)N[C@@H](CCC(=O)O)C(=O)O N-[[[(S)-1-carboxy-3-methylbutyl]amino]carbonyl]-L-glutamic acid